cesium Cesium cyanide [C-]#N.[Cs+].[Cs+].[C-]#N